Pyridinyl-Butadienyl-Benzothiazole C=CC=CC1=NC2=C(C=CC=C2S1)C3=CC=CC=N3